8-fluoro-2-methyl-N-(4-piperazin-1-yl-1H-indazol-7-yl)imidazo[1,2-a]pyridine-6-carboxamide FC=1C=2N(C=C(C1)C(=O)NC=1C=CC(=C3C=NNC13)N1CCNCC1)C=C(N2)C